C(C)S(=O)(=O)C1=CC=C(C=C1)C(C(=O)NC=1SC2=C(N1)C=CC(=C2)OC)OC2=CC=C(C=C2)OC 2-[4-(ethylsulfonyl)phenyl]-N-(6-methoxybenzothiazol-2-yl)-2-(4-methoxyphenoxy)acetamide